(S)-di-tert-butyl phosphate P(=O)(OC(C)(C)C)(OC(C)(C)C)[O-]